OC1[C@@H](O)[C@H](O)CO1 threofuranose